N-((5-((5-((3S,4S)-4-amino-3-methyl-2-oxa-8-azaspiro[4.5]decan-8-yl)pyrazin-2-yl)thio)-4-chloropyridin-3-yl)carbamoyl)benzenesulfonamide N[C@@H]1[C@@H](OCC12CCN(CC2)C=2N=CC(=NC2)SC=2C(=C(C=NC2)NC(=O)NS(=O)(=O)C2=CC=CC=C2)Cl)C